CC(NC)C dimethyl-dimethylamin